N1C(=NC=C1)C1=NC=CC(=N1)N 2-(imidazol-2-yl)pyrimidin-4-amine